CN(C1=CC=C(C=C1)OC#N)C1=NC(=NC=N1)N(C1=CC=CC=C1)C (N-methyl-4-cyanatoanilino)-6-(N-methylanilino)-1,3,5-triazine